suberoyl-malonyl chloride C(CCCCCCC(=O)C(CC(=O)Cl)=O)(=O)Cl